C(C)OC(=O)N1C=CC=C1 Pyrrole-1-carboxylic acid ethyl ester